(9-fluorenylmethoxycarbonyl)-O-tert-butyl-L-serine C1=CC=CC=2C3=CC=CC=C3C(C12)COC(=O)N[C@@H](COC(C)(C)C)C(=O)O